CC(C(=O)C1C(CCCC1)=O)(C)C 2-(2,2-dimethylpropanoyl)cyclohexanone